4,4'-methylenebis(2-(sec-hexyl)cyclohexylamine) C(C1CC(C(CC1)N)C(C)CCCC)C1CC(C(CC1)N)C(C)CCCC